4-{[6-(5-chloro-2-fluorophenyl)-3-methylpyridazin-4-yl]-amino}quinolin-7-yl 4-[2-(1-methylpiperidin-4-yl)ethyl]-piperazine-1-carboxylate CN1CCC(CC1)CCN1CCN(CC1)C(=O)OC1=CC=C2C(=CC=NC2=C1)NC1=C(N=NC(=C1)C1=C(C=CC(=C1)Cl)F)C